CN(S(=O)(=O)N1CC(N(CC1)C=1NC(C=C(C1)N1[C@@H](COCC1)C)=O)C(F)(F)F)C N,N-dimethyl-4-[4-[(3R)-3-methylmorpholin-4-yl]-6-oxo-1H-pyridin-2-yl]-3-(trifluoromethyl)piperazine-1-sulfonamide